2-methyl-N-pyrimidin-4-yl-6-[rac-(1S,2S,4S)-2-pyrrolidin-1-yl-4-[3-(trifluoromethoxy)-phenyl]cyclohexoxy]pyridine-3-sulfonamide CC1=NC(=CC=C1S(=O)(=O)NC1=NC=NC=C1)O[C@@H]1[C@H](C[C@H](CC1)C1=CC(=CC=C1)OC(F)(F)F)N1CCCC1 |r|